N-(5-isopropyl-1H-pyrazol-3-yl)-5-((tetrahydro-2H-pyran-4-yl)methyl)-5H-pyrrolo[2,3-b]pyrazin-3-amine C(C)(C)C1=CC(=NN1)NC1=CN=C2C(=N1)N(C=C2)CC2CCOCC2